ClC=1C=C(C=CC1)NS(=O)(=O)C1=CC=C(C=C1)NC(C1=C(C=CC=C1)OC)=O N-(4-(N-(3-chlorophenyl)sulfamoyl)phenyl)-2-methoxybenzamide